The molecule is a dipeptide that is the N-(L-seryl) derivative of L-phenylalanine. It has a role as a metabolite. It derives from a L-serine and a L-phenylalanine. C1=CC=C(C=C1)C[C@@H](C(=O)O)NC(=O)[C@H](CO)N